oxyl acetate C(C)(=O)OO